C(CCC)OC=1C=CC2=C(OC3=C2C=CC=C3F)C1F 3-butoxy-4,6-difluorodibenzo[B,d]furan